C(C)C1CC(CC(C1)C)O 3-Ethyl-5-methylcyclohexanol